6-bromo-N-(4-isopropoxyphenyl)-3-nitroquinolin-4-amine BrC=1C=C2C(=C(C=NC2=CC1)[N+](=O)[O-])NC1=CC=C(C=C1)OC(C)C